C(C)OP1(OCCCO1)=O 2-ethoxy-2-oxo-1,3,2-dioxaphosphorinane